(5R)-5-[[[4-amino-5,5-dimethyl-8-(trans-4-morpholinocyclohexoxy)-6H-benzo[h]quinazolin-7-yl]amino]methyl]oxazolidin-2-one NC1=NC=NC=2C3=C(CC(C12)(C)C)C(=C(C=C3)O[C@@H]3CC[C@H](CC3)N3CCOCC3)NC[C@@H]3CNC(O3)=O